5-chloro-3-methyl-2-[3-[(3R)-3-piperidyl]pyrido[2,3-b]pyrazin-6-yl]phenol ClC=1C=C(C(=C(C1)O)C=1C=CC=2C(=NC(=CN2)[C@H]2CNCCC2)N1)C